ClC1=C(C=CC=C1)S(=O)(=O)NC=1N=NC(=CC1)\C=C\C=1C=NC(=NC1)NC1CCC(CC1)N(C)C 2-chloro-N-(6-((E)-2-(2-(((1r,4r)-4-(dimethylamino)cyclohexyl)amino)pyrimidin-5-yl)vinyl)pyridazin-3-yl)benzenesulfonamide